C(C1CO1)CCC[Si](OC)(OC)C gamma-(2,3-epoxypropyl)propyl-methyldimethoxysilane